C(C)(C)(C)NC(C)O t-Butylaminoethanol